C1(CCCCC1)NC(N)=S N'-cyclohexylthiourea